(1-Methyl-1H-1,2,4-triazol-3-yl)methyl (1-((2-chloropyridin-4-yl) carbamoyl)-2-methyl-2,4,5,6-tetrahydrocyclopenta[c]pyrrol-4-yl)carbamate ClC1=NC=CC(=C1)NC(=O)C=1N(C=C2C1CCC2NC(OCC2=NN(C=N2)C)=O)C